CC(C)(C)OC(=O)N[C@@H]1CCNC1 (R)-3-Boc-aminopyrrolidine